[N+](=O)([O-])C1=C(C=CC(=C1)[N+](=O)[O-])OS 2,4-dinitrophenylsulfenate